C(=C)[B-](F)(F)F.[K+] potassium ethenyl-(trifluoro)boranuide